Cl.CN([C@@H]1CC[C@H](CC1)N)C trans-N,N-dimethylcyclohexane-1,4-diamine hydrochloride